N-(3-bromo-5-(N-(methylsulfonyl)methylsulfonamido)phenyl)thiophene-2-carboxamide BrC=1C=C(C=C(C1)N(S(=O)(=O)C)S(=O)(=O)C)NC(=O)C=1SC=CC1